n-octylthiol CCCCCCCCS